ClC=1C=C(C=C(C1F)C)NC(N(C=1C=NC(=NC1)OC)CC1=NNC(=C1)C(F)F)=O 3-(3-Chloro-4-fluoro-5-methylphenyl)-1-((5-(difluoromethyl)-1H-pyrazol-3-yl)methyl)-1-(2-methoxypyrimidin-5-yl)urea